2,2-difluoroethyl-6-bromo-3-(2,2-difluoroethoxy)picolinic acid methyl ester COC(C1=NC(=CC(=C1OCC(F)F)CC(F)F)Br)=O